C(=O)NC1=CC=C(C=C1)N1C2=CC=CC=C2C=2C=CC=CC12 9-(4-formylaminophenyl)carbazole